C1(CCCCCC1)C1C(NC2=C(C(=CC=C12)F)F)=O 3-cycloheptyl-6,7-difluoroindolin-2-one